C(C)(C)(C)OC(N[C@@H]1[C@H](CCC1)NC1=NC(=NC=C1Br)Cl)=O N-[(1S,2S)-2-[(5-bromo-2-chloro-pyrimidin-4-yl)amino]cyclopentyl]carbamic acid tert-butyl ester